trimethyl-amine acetate C(C)(=O)O.CN(C)C